NCC1CC2(C1)OC(N(C2)[C@@H](C)C=2C=CC=C1C(=C(NC21)C(=O)O)C2=CC(=C(C=C2)NS(=O)(=O)C2COC2)F)=O 7-((S)-1-((2S,4r)-2-(aminomethyl)-6-oxo-5-oxa-7-azaspiro[3.4]octan-7-yl)ethyl)-3-(3-fluoro-4-(oxetane-3-sulfonamido)phenyl)-1H-indole-2-carboxylic acid